C(#C)C=1C2=CC=CC=C2C(=C2C=CC=CC12)C#C 9,10-diethynylanthracene